5-chloro-N-{(3S)-4-[2-(4-chloro-3-fluorophenoxy)acetamido]-3-hydroxybicyclo[2.2.2]oct-1-yl}pyridine-2-carboxamide ClC=1C=CC(=NC1)C(=O)NC12C[C@@H](C(CC1)(CC2)NC(COC2=CC(=C(C=C2)Cl)F)=O)O